1-(3-Chloropyridin-2-yl)-7-ethyl-4-(methylamino)quinazolin-2(1H)-one ClC=1C(=NC=CC1)N1C(N=C(C2=CC=C(C=C12)CC)NC)=O